2-(3-((R)-((1s,3S)-1-hydroxy-3-methoxycyclobutyl)(4-methyl-4H-1,2,4-triazol-3-yl)methyl)phenyl)-6-(((1-methylcyclobutyl)amino)methyl)-4-(trifluoromethyl)isoindolin OC1(CC(C1)OC)[C@H](C=1C=C(C=CC1)N1CC2=CC(=CC(=C2C1)C(F)(F)F)CNC1(CCC1)C)C1=NN=CN1C